iso-Pentyl-4-(5-methyl-2,5-diazabicyclo[2.2.1]heptan-2-yl)-1H-benzo[d]imidazole-1-carboxamide C(CC(C)C)C1=NC2=C(N1C(=O)N)C=CC=C2N2C1CN(C(C2)C1)C